4-((S)-4-(3,8-diazabicyclo[3.2.1]octan-3-yl)-6-chloro-5,8-difluoro-2-(((2R,7aS)-2-fluorotetrahydro-1H-pyrrolizin-7a(5H)-yl)methoxy)quinazolin-7-yl)-5-fluoronaphthalen [C@@H]12CN(CC(CC1)N2)C2=NC(=NC1=C(C(=C(C(=C21)F)Cl)C2=CC=CC1=CC=CC(=C21)F)F)OC[C@]21CCCN1C[C@@H](C2)F